4-(Dimethylamino)-3-(methylamino)-4-oxobutanoic acid CN(C(C(CC(=O)O)NC)=O)C